CC(C)(C)[S@](=O)N[C@@H](C(F)(F)F)C1=CC=C(C=C1)F (S)-2-Methyl-N-((R)-2,2,2-trifluoro-1-(4-fluorophenyl)ethyl)propane-2-sulfinamide